N1(N=CC=C1)CCN1C(CC(C1)C1=C(C(=CC=C1O)Cl)Cl)=S 1-(2-(1H-pyrazol-1-yl)ethyl)-4-(2,3-dichloro-6-hydroxyphenyl)pyrrolidine-2-thione